O=C(C(=O)O)CC α-Ketobutyric acid